CC1(CC1)C=1OC2=C(N1)C=CC(=C2)[N+](=O)[O-] 2-(1-Methylcyclopropyl)-6-nitro-1,3-benzoxazole